1-(3-fluoro-4-hydroxyphenyl)-2-((3aR,5s,6aS)-5-((6-methylpyridin-3-yl)oxy)hexahydrocyclopenta[c]pyrrol-2(1H)-yl)ethanone FC=1C=C(C=CC1O)C(CN1C[C@@H]2[C@H](C1)CC(C2)OC=2C=NC(=CC2)C)=O